(2-(4-formyl-1H-pyrazol-1-yl)-6-methylpyridin-4-yl)carbamic acid 2-chloroethyl ester ClCCOC(NC1=CC(=NC(=C1)C)N1N=CC(=C1)C=O)=O